6-methoxy-N-methylquinoline-8-carboxamide COC=1C=C2C=CC=NC2=C(C1)C(=O)NC